C1(CC1)C1=NN(C(=C1C(F)(F)F)C(=O)OCC)CC1(CC(CC1)(F)F)C Ethyl 3-cyclopropyl-1-((3,3-difluoro-1-methylcyclopentyl)methyl)-4-(trifluoromethyl)-1H-pyrazole-5-carboxylate